3-(dibenzofuran-2-yl)-9-(5-phenyl(1,1'-biphenyl-3-yl))-9H-carbazole C1=C(C=CC=2OC3=C(C21)C=CC=C3)C=3C=CC=2N(C1=CC=CC=C1C2C3)C=3C=C(C=C(C3)C3=CC=CC=C3)C3=CC=CC=C3